FCCCCCCCCC(C(=O)O)CCCCCC 10-fluoro-2-hexyldecanoic acid